(S)-1-(2-((tert-butyloxycarbonyl)amino)acetyl)-4,4-difluoropyrrolidine-2-carbonitrile C(C)(C)(C)OC(=O)NCC(=O)N1[C@@H](CC(C1)(F)F)C#N